(2S)-2-[[5-(3-ethyl-1,2,4-oxadiazol-5-yl)-2-(3-fluoro-4-methylsulfonyl-anilino)pyrimidin-4-yl]amino]-2-phenyl-ethanol C(C)C1=NOC(=N1)C=1C(=NC(=NC1)NC1=CC(=C(C=C1)S(=O)(=O)C)F)N[C@H](CO)C1=CC=CC=C1